FC1(CN(CC[C@H]1N1C(N(C=2C=NC=3C=CC(=CC3C21)C=2C=NC(=CC2)OCC)C)=O)C)F (R)-1-(3,3-difluoro-1-methylpiperidin-4-yl)-8-(6-ethoxypyridin-3-yl)-3-methyl-1,3-dihydro-2H-imidazo[4,5-c]quinolin-2-one